1-(3-benzyloxyphenyl)-ethanone C(C1=CC=CC=C1)OC=1C=C(C=CC1)C(C)=O